ClC=1C=CC(=C(C(=O)OC)C1)OC1=C(C=C(C=C1)F)[N+](=O)[O-] Methyl 5-chloro-2-(4-fluoro-2-nitrophenoxy)benzoate